S1C(=CC=C1)B1OC(C)(C)C(C)(C)O1 2-thiopheneboronic acid pinacol ester